COC(CCC(=O)C=1OC=C(C1)C1=CC(=C(C=C1)OC)OC)=O 4-(4-(3,4-dimethoxyphenyl)furan-2-yl)-4-oxobutyric acid methyl ester